FC=1C=CC=C2C(C(NC12)=O)(C1=CC2=C(OCO2)C=C1OC[C@@H](CCC)O)C1=CC2=C(OCO2)C=C1OC[C@@H](CCC)O 7-fluoro-3,3-bis(6-(((R)-2-hydroxypentyl)oxy)benzo[d][1,3]dioxol-5-yl)indolin-2-one